4,6-bis(2,4-dimethylphenyl)-2-(2-hydroxy-4-(3-(2-ethylhexyloxy)-2-hydroxypropoxy)-phenyl)-s-triazine CC1=C(C=CC(=C1)C)C1=NC(=NC(=N1)C1=C(C=C(C=C1)C)C)C1=C(C=C(C=C1)OCC(COCC(CCCC)CC)O)O